3-methyleneglutaric acid C=C(CC(=O)O)CC(=O)O